CC(C=1C(=CC=CC1)C(=O)NCCCCCC(=O)ON1C(C(CC1=O)S(=O)(=O)O)=O)SC1=NC=CC=C1 sulfosuccinimidyl 6-[alpha-methyl-alpha-(2-pyridylthio)toluamido]hexanoate